rac-(3S)-1-[2-[4-(2-methyl-3-thienyl)-2-oxo-chromen-7-yl]oxypropanoyl]piperidine-3-carboxylic acid CC=1SC=CC1C1=CC(OC2=CC(=CC=C12)OC(C(=O)N1C[C@H](CCC1)C(=O)O)C)=O |r|